4-[2-[4-[5-methyl-1-[4-(trifluoromethyl)phenyl]pyrazol-3-yl]-1-piperidyl]ethyl]morpholine CC1=CC(=NN1C1=CC=C(C=C1)C(F)(F)F)C1CCN(CC1)CCN1CCOCC1